FC(OC=1C=C(C=CC1)C1=NN2C(=NC=3C=CC=CC3C2=N1)N[C@H]1C(NCC1)=O)(F)F (3R)-3-({2-[3-(trifluoromethoxy)phenyl][1,2,4]triazolo[1,5-c]quinazolin-5-yl}amino)pyrrolidin-2-one